NC1=NC(=C(C=2N1C(N(N2)CC(=O)NN)=O)C2=CC(=NC(=C2)C)C)C2=CC=CC=C2 2-(5-amino-8-(2,6-dimethylpyridin-4-yl)-3-oxo-7-phenyl-[1,2,4]triazolo[4,3-c]pyrimidin-2(3H)-yl)acetohydrazide